6-Chloro-4-(5-(2-methoxyethyl)-4,5,6,7-tetrahydropyrazolo[1,5-a]pyrazin-2-ylamino)-2-methylpyridazin-3(2H)-one ClC=1C=C(C(N(N1)C)=O)NC1=NN2C(CN(CC2)CCOC)=C1